BrC1=C(C(=NC=C1)C#N)OC 4-bromo-3-methoxypyridine-2-carbonitrile